SC(CC(=O)O)C.SC(CC(=O)O)C.SC(CC(=O)O)C.C(O)C(CC)(CO)CO trimethylolpropane tri(3-mercapto butyrate)